NC=1N=C(SC1C(C1=C(C=C(C=C1)C#N)F)=O)N(C1=CC=C(C=C1)F)C(C(=O)N)C (N-[4-amino-5-(4-cyano-2-fluoro-benzoyl)thiazol-2-yl]-4-fluoro-anilino)propanamide